tris-guanosine triphosphate OP(O)(=O)OP(=O)(O)OP(=O)(O)O.[C@@H]1([C@H](O)[C@H](O)[C@@H](CO)O1)N1C=NC=2C(=O)NC(N)=NC12.[C@@H]1([C@H](O)[C@H](O)[C@@H](CO)O1)N1C=NC=2C(=O)NC(N)=NC12.[C@@H]1([C@H](O)[C@H](O)[C@@H](CO)O1)N1C=NC=2C(=O)NC(N)=NC12